1-[(3S)-3-({4-[(2S)-2,3-dihydro-1,4-benzodioxin-2-yl]benzyl}amino)pyrrolidin-1-yl]ethanone O1[C@H](COC2=C1C=CC=C2)C2=CC=C(CN[C@@H]1CN(CC1)C(C)=O)C=C2